[N+](=O)([O-])C(C)(C)[C@@H]1C(CCCC1)=O |r| (±)-2-(2-nitro-2-propyl)cyclohexanone